7-(1-acryloylazetidin-3-yl)-3-(5-methyl-1H-indazol-4-yl)quinazolin-4(3H)-one C(C=C)(=O)N1CC(C1)C1=CC=C2C(N(C=NC2=C1)C1=C2C=NNC2=CC=C1C)=O